CC1(C(=O)O)C(C(=O)O)CCC=C1 methyl-tetrahydrophthalic acid